NC1=NC=NN2C1=C(C(=N2)C2=CC=C(C=C2)NC(C(=C)C)=O)C2=CC(=C(C=C2)OC2=NC(=CC=C2)C)F N-(4-(4-amino-5-(3-fluoro-4-((6-methylpyridin-2-yl)oxy)phenyl)pyrazolo[5,1-f][1,2,4]triazin-6-yl)phenyl)methacrylamide